CN(CCN1C[C@@H](CCC1)NC=1C=2N(C(=NN1)C1=C(C=C(C=C1)C)O)C=CC2)C (R)-2-(1-((1-(2-(dimethylamino)ethyl)piperidin-3-yl)amino)pyrrolo[1,2-d][1,2,4]triazin-4-yl)-5-methylphenol